C(C)N1N=C(C=C1C=1NC(=NN1)C1=C2C=NN(C2=CC(=C1)C(=O)N)C[C@H]1OC2(CNC2)CC1)C 4-[5-(1-ethyl-3-methyl-1H-pyrazol-5-yl)-4H-1,2,4-triazol-3-yl]-1-{[(6S)-5-oxa-2-azaspiro[3.4]octan-6-yl]methyl}-1H-indazole-6-carboxamide